2-chloro-4-(4-chlorophenyl)-6-phenyl-1,3,5-triazine ClC1=NC(=NC(=N1)C1=CC=C(C=C1)Cl)C1=CC=CC=C1